2-(methylsulfinyl)naphthalene CS(=O)C1=CC2=CC=CC=C2C=C1